6-oxohexahydro-1H-pyrido[1,2-a]pyrazin O=C1CCCC2N1CCNC2